CC1=CC=C(C=C1)S(=O)(=O)OC[C@@H]1[C@H]([C@H]([C@@H](C1)N1C=CC2=C1N=CN=C2Cl)F)O [(1R,2R,3S,4R)-4-(4-chloropyrrolo[2,3-d]pyrimidin-7-yl)-3-fluoro-2-hydroxy-cyclopentyl]methyl 4-methylbenzenesulfonate